C(C1=CC=CC=C1)OC1=CC=C2C(=C(N=C(C2=C1)C#N)C(C)C)C1=CC=C(C=C1)F 7-benzyloxy-4-(4-fluorophenyl)-3-isopropyl-isoquinoline-1-carbonitrile